5-Bromo-N1,N3-bis(1,3-dihydroxypropan-2-yl)isophthalamide BrC=1C=C(C=C(C(=O)NC(CO)CO)C1)C(=O)NC(CO)CO